CC=1OC(=CC1C)C 2,3,5-trimethylfuran